ClC=1C=C(C=CC1Cl)C=1N(C(=CC(C1C(=O)O)=O)CN1N=C(N=C1)OC)CC 2-(3,4-dichlorophenyl)-1-ethyl-6-[(3-methoxy-1,2,4-triazol-1-yl)methyl]-4-oxo-pyridine-3-carboxylic acid